6-bromo-N-[5-(2,2-difluoroethyl)-4,6-dimethoxy-pyrimidin-2-yl]-7-pyrazin-2-yl-1H-indole-3-sulfonamide BrC1=CC=C2C(=CNC2=C1C1=NC=CN=C1)S(=O)(=O)NC1=NC(=C(C(=N1)OC)CC(F)F)OC